4,7,10,13-tetraazaheptadecan-17-oate CCCNCCNCCNCCNCCCC(=O)[O-]